FC(C(=O)O)(F)F.C12CN(CC(N1)C2)C=2C=1N(C=C(C2)C=2C=NN(C2)C)N=CC1C#N 4-(3,6-diazabicyclo[3.1.1]heptan-3-yl)-6-(1-methyl-1H-pyrazol-4-yl)pyrazolo[1,5-a]pyridine-3-carbonitrile trifluoroacetate salt